monoiodo monobromide IBr